C1(CC1)CN1N=CC=N1 2-(cyclopropylmethyl)-2H-1,2,3-triazole